(3-((4-(2-Azidopropan-2-yl)-6-chloro-2,7-naphthyridin-1-yl)oxy)azetidin-1-yl)((1S,2R)-2-methylcyclopropyl)methanone N(=[N+]=[N-])C(C)(C)C1=CN=C(C2=CN=C(C=C12)Cl)OC1CN(C1)C(=O)[C@@H]1[C@@H](C1)C